5-bromo-2-(3,5-difluoroanilino)-N-(6,6-dimethyl-7-bicyclo[3.2.0]heptyl)thiazole-4-carboxamide BrC1=C(N=C(S1)NC1=CC(=CC(=C1)F)F)C(=O)NC1C(C2CCCC12)(C)C